N(=[N+]=[N-])CCCNC([C@H](CCCCN(C)C)NC(OCCCC)=O)=O butyl (S)-(1-((3-azidopropyl)amino)-6-(dimethylamino)-1-oxohexan-2-yl)carbamate